FC=1C=C(C=CC1)NC(=O)C=1C=NN(C1)C1=CC=CC=C1 N-(3-fluorophenyl)-1-phenyl-1H-pyrazole-4-carboxamide